tert-butyl (2-(4-(4-((6-(1,2-dimethyl-6-oxo-1,6-dihydropyrimidine-5-carboxamido)pyridin-3-yl)oxy)pyridin-2-yl)-1H-pyrazol-1-yl)ethyl)carbamate CN1C(=NC=C(C1=O)C(=O)NC1=CC=C(C=N1)OC1=CC(=NC=C1)C=1C=NN(C1)CCNC(OC(C)(C)C)=O)C